1-(3-(3-(4-(trifluoromethyl)phenyl)-1H-indazol-1-yl)piperidin-1-yl)prop-2-en-1-one FC(C1=CC=C(C=C1)C1=NN(C2=CC=CC=C12)C1CN(CCC1)C(C=C)=O)(F)F